1-(4-(2-oxo-oxazolidin-3-yl)pyridin-2-yl)-1H-pyrazole-4-carbaldehyde O=C1OCCN1C1=CC(=NC=C1)N1N=CC(=C1)C=O